ClC1=NC=C2NC(=NC2=N1)CC#C 2-chloro-(prop-2-yn-1-yl)-7H-purine